naphthalene-2-ylcarbonate C1=C(C=CC2=CC=CC=C12)OC([O-])=O